TETRAFLUORoPROPENEN FC(=C=C(F)F)F